FC=1C=C(CC=2C=NN(C2)C(=O)N[C@@H]2C(NC3=C(OC2)C=CC(=C3)OCC3COC3)=O)C=CC1 (S)-4-(3-fluorobenzyl)-N-(7-(oxetan-3-ylmethoxy)-4-oxo-2,3,4,5-tetrahydrobenzo[b][1,4]oxazepin-3-yl)-1H-pyrazole-1-carboxamide